CN1C(C=2C=CC=C3C2C1=CC1=C(N3CC3=CC(=CC=C3)C(F)(F)F)N=CC=C1)=O 1-methyl-6-(3-(trifluoromethyl)benzyl)-1,6-dihydro-2H-pyrido[3',2':6,7]azepino[4,3,2-cd]isoindol-2-one